Ethylene glycol bis(3-ethyl-3-oxetanyl methyl) ether C(C)C1(COC1)COCCOCC1(COC1)CC